methyl 2-(1-(adamantan-1-ylmethyl)-5-methyl-1H-pyrazol-4-yl)-7-((tert-butoxycarbonyl) amino)-6-methylpyrazolo[5,1-b]thiazole-3-carboxylate C12(CC3CC(CC(C1)C3)C2)CN2N=CC(=C2C)C2=C(N3C(S2)=C(C(=N3)C)NC(=O)OC(C)(C)C)C(=O)OC